N-(4-methyl-3-(7-(methylamino)-1,6-naphthyridin-3-yl)phenyl)-4-(trifluoromethyl)pyridineamide CC1=C(C=C(C=C1)NC(=O)C1=NC=CC(=C1)C(F)(F)F)C=1C=NC2=CC(=NC=C2C1)NC